2-[[5-(4-chlorophenyl)-3-methyl-triazol-4-yl]methyl]-5-[(3S)-4-isopropyl-3-methyl-piperazin-1-yl]pyridazin-3-one ClC1=CC=C(C=C1)C1=C(N(N=N1)C)CN1N=CC(=CC1=O)N1C[C@@H](N(CC1)C(C)C)C